C(CC)N1CC2N(CC1)CCNC2 2-propyloctahydro-2H-pyrazino[1,2-a]pyrazin